1-[tert-butyl(dimethyl)silyl]oxypropan-2-ol [Si](C)(C)(C(C)(C)C)OCC(C)O